O=C1C(=CC(=NN1COCC[Si](C)(C)C)C#CCCC(=O)OCC)C(F)(F)F ethyl 5-(6-oxo-5-(trifluoromethyl)-1-((2-(trimethylsilyl)ethoxy)methyl)-1,6-dihydropyridazin-3-yl)pent-4-ynoate